C(CCCC)C1(CC(=C(C=C1)C1=CC=C(C=C1)C#N)C1=CC=CC=C1)CCCCC 4'-n-pentyl-4'-n-pentyl-4-cyanoterphenyl